6-chloropicolinamide ClC1=CC=CC(=N1)C(=O)N